C(C)(C)(C)OC(NC1=CC2=CN(N=C2C=C1)C1CCC(CC1)C=O)=O [2-(4-formylcyclohexyl)indazol-5-yl]Carbamic acid tert-butyl ester